ClC=1C=C(C=C2C=C(N=CC12)NC(=O)[C@H]1[C@@H](C1)C#N)N1C(OC2=C1C=CC=C2)=O |r| (±)-trans-N-[8-chloro-6-(2-oxo-1,3-benzooxazol-3-yl)-3-isoquinolinyl]-2-cyano-cyclopropanecarboxamide